DIaminobutyroyl-Benzylamide NC(CCC(=O)[N-]CC1=CC=CC=C1)N